2,4-dinitro-phenyl-hydrazine [N+](=O)([O-])C1=C(C=CC(=C1)[N+](=O)[O-])NN